FC(C1=NC(=NC(=N1)C(F)F)N1[C@@H](C=2NC3=CC=C(C=C3C2CC1)Cl)C[C@H](C)O)F (2S)-1-{(1R)-2-[4,6-bis(difluoromethyl)-1,3,5-triazin-2-yl]-6-chloro-2,3,4,9-tetrahydro-1H-pyrido[3,4-b]indol-1-yl}propan-2-ol